O1CCN(CCC1)CC#CC=1C=CC(=[N+](C1)[O-])C(C)C 5-(3-(1,4-oxazepan-4-yl)prop-1-yn-1-yl)-2-isopropylpyridine-1-oxide